FC=1C=C2CN(CC2=CC1)CC1=CC(=C2CN(C(C2=C1)=O)C1=CC(=CC=C1)C1(COC1)CC1=NN=CN1C)C(F)(F)F 6-((5-fluoroisoindolin-2-yl)methyl)-2-(3-(3-((4-methyl-4H-1,2,4-triazol-3-yl)methyl)oxetan-3-yl)phenyl)-4-(trifluoromethyl)isoindolin-1-one